C1(CCC1)C=1C(=NN(C1NC(C[C@H]1C(C(C1)(F)F)(F)F)=O)C)C1=C(C=C(C(=C1)F)F)F (R)-N-(4-cyclobutyl-1-methyl-3-(2,4,5-trifluorophenyl)-1H-pyrazol-5-yl)-2-(2,2,3,3-tetrafluorocyclobutyl)acetamide